NC1=NC=CC=C1S(=O)(=O)NC(=O)C=1C(=NC(=CC1)C=1C=NC(=C(C1)C)OCC)N1C(C[C@@H](C1)C)(C)C N-[(2-Amino-3-pyridyl)sulfonyl]-6-(6-ethoxy-5-methyl-3-pyridyl)-2-[(4S)-2,2,4-trimethylpyrrolidin-1-yl]pyridin-3-carboxamid